NC1=C(C(=O)O)C=C(C(=C1)Br)I 2-Amino-4-bromo-5-iodobenzoic acid